COC1=CC=C(C=C1)CN(C1NNC(CC1CO)OC)CC1=CC=C(C=C1)OC (3-{bis[(4-methoxyphenyl)methyl]amino}-6-methoxy-1,2-diazacyclohexane-4-yl)methanol